C(C)(C)(C)C=1C=C(N(N1)C1=CC(=C(C=C1)F)Cl)N 5-tert-butyl-2-(3-chloro-4-fluoro-phenyl)pyrazol-3-amine